(3S,4R)-1-(4-(5-isopropyl-8-((2R,3S)-2-methyl-3-(methylsulfonylmethyl)azetidin-1-yl)-2,6-naphthyridin-3-ylamino)pyrimidin-2-yl)-4-methoxypiperidin-3-ol C(C)(C)C1=C2C=C(N=CC2=C(C=N1)N1[C@@H]([C@H](C1)CS(=O)(=O)C)C)NC1=NC(=NC=C1)N1C[C@@H]([C@@H](CC1)OC)O